(Z)-3-(1-(4-(benzyloxy)-3-nitrophenyl)-2-methoxyvinyl)-5-fluoro-2-methoxypyridine C(C1=CC=CC=C1)OC1=C(C=C(C=C1)/C(=C/OC)/C=1C(=NC=C(C1)F)OC)[N+](=O)[O-]